4,5,6,7-tetrahydroindazol-7-ol N1N=CC=2CCCC(C12)O